[OH-].C(C)(C)(C)[N+](C(C)(C)C)(C(C)(C)C)C(C)(C)C tetra-tert.-butyl-ammonium hydroxide